Ethoxy-3-trichloromethyl-1,2,4-thiadiazole C(C)OC1=NC(=NS1)C(Cl)(Cl)Cl